CC1(OC2=C([C@@H]3C=C(CC[C@@H]13)C)C(=C(C(=C2)CCCCC)C(=O)O)OC2O[C@@H]([C@H]([C@@H]([C@H]2CO)O)O)O)C (6aR,10aR)-6,6,9-trimethyl-3-pentyl-1-{[(3R,4R,5S,6S)-4,5,6-trihydroxy-3-(hydroxymethyl)oxan-2-yl]oxy}-6H,6aH,7H,8H,10aH-benzo[c]isochromene-2-carboxylic acid